C(C)C1=C(C2=CC=CC=C2C(=C1)OC(CC)=O)OC(CC)=O 2-ethyl-1,4-bis(propionyloxy)naphthalene